2-(6-(2,6-diazaspiro[3.3]hept-2-yl)pyrimidin-4-yl)-4-(1H-1,2,3-triazol-1-yl)-1,2-dihydro-3H-pyrazol-3-one C1N(CC12CNC2)C2=CC(=NC=N2)N2NC=C(C2=O)N2N=NC=C2